FC1=C(C=CC=C1)C(CC)=O 1-(2-Fluorophenyl)propan-1-one